((benzhydrylamino)methyl)cyclopropane-1-ol methyl-(1R,4aS,7aS)-7-formyl-1-methoxy-1,4a,5,7a-tetrahydrocyclopent[c]pyran-4-carboxylate C[C@]1(OC=C([C@@H]2[C@H]1C(=CC2)C=O)C(=O)OC2(CC2)CNC(C2=CC=CC=C2)C2=CC=CC=C2)OC